FC1=CC(=C(OC2=[N+](C=CC=N2)[O-])C=C1)C(=O)OC (4-fluoro-2-(methoxycarbonyl)phenoxy)pyrimidine 1-oxide